2-bromo-2-(piperidin-4-ylidene)acetonitrile hydrochloride Cl.BrC(C#N)=C1CCNCC1